2-(pyridin-2-yl)-4-(4-(pyridin-3-yl)phenyl)phenol cesium [Cs].N1=C(C=CC=C1)C1=C(C=CC(=C1)C1=CC=C(C=C1)C=1C=NC=CC1)O